ClC=1C=C(C=CC1Cl)C(C(CO)C)=O 1-(3,4-dichlorophenyl)-3-hydroxy-2-methylpropan-1-one